ClC1=C(C=2N=C(N=C(C2C(=N1)C#C[Si](C(C)C)(C(C)C)C(C)C)N1CCOC[C@](C1)(O)C)SC)F (S)-4-(7-chloro-8-fluoro-2-(methylsulfanyl)-5-((triisopropylsilyl)ethynyl)pyrido[4,3-d]pyrimidin-4-yl)-6-methyl-1,4-oxazepan-6-ol